3-fluoro-4-hydroxy-pyrrolidine-1-carboxylate FC1CN(CC1O)C(=O)[O-]